tert-butyl 4-((p-tolyloxy)methyl)piperidine-1-carboxylate C1(=CC=C(C=C1)OCC1CCN(CC1)C(=O)OC(C)(C)C)C